(S)-6-((5-(2-methoxy-6-(piperidin-3-ylmethoxy)phenyl)-1H-pyrazol-3-yl)amino)pyridazine-3-carbonitrile COC1=C(C(=CC=C1)OC[C@@H]1CNCCC1)C1=CC(=NN1)NC1=CC=C(N=N1)C#N